C(=C)(C)C=1SC2=C(N1)C=CC=C2 2-Isopropenylbenzothiazole